C1CC(CCC1CN)C(=O)N[C@@H](CC2=CC3=CC=CC=C3C=C2)C(=O)NCCCC[C@@H](C(=O)O)NC(=O)N[C@@H](CCC(=O)O)C(=O)O (((S)-5-((S)-2-((1r,4S)-4-(aminomethyl)cyclohexane-1-carboxamido)-3-(naphthalen-2-yl)propanamido)-1-carboxypentyl)carbamoyl)-L-glutamic acid